CN(C#N)CCC=1OC(=NN1)C=1C(=NC=CC1)NC1=CC=C(C=C1)C(F)(F)F methyl-[2-[5-[2-[4-(trifluoromethyl)anilino]-3-pyridinyl]-1,3,4-oxadiazol-2-yl]ethyl]cyanamide